potassium (2R,3S,4R,5R)-5-(4-amino-2-oxopyrimidin-1(2H)-yl)-3-hydroxy-4-methoxy-tetrahydrofuran NC1=NC(N(C=C1)[C@H]1[C@@H]([C@H](CO1)O)OC)=O.[K]